ClC1=NC(=C2C=CC=NC2=C1)N(C1CC2CCC(C1)N2CCC#N)C 3-((3-exo)-3-((7-chloro-1,6-naphthyridin-5-yl)(methyl)amino)-8-azabicyclo[3.2.1]octan-8-yl)propionitrile